Triphenyl-1'H-1,4'-bipyrazole C1(=CC=CC=C1)C1=C(C(=NN1C=1C=NNC1)C1=CC=CC=C1)C1=CC=CC=C1